(5S,7S)-7-fluoro-5-(2,3-difluorophenyl)-6,7-dihydro-5H-pyrrolo[1,2-b][1,2,4]triazole-2-thiol F[C@H]1C[C@H](N2N=C(N=C21)S)C2=C(C(=CC=C2)F)F